P(O)(=O)(OP(=O)(O)OP(=O)(O)O)OCC1=C[C@H]([C@@H](O1)N1C(=O)NC(=O)C=C1)O 3'-Deoxy-3',4'-didehydrouridine-5'-triphosphate